BrC=1SC=2CN(CCC2N1)C=1C(=CC=2N(N1)C(=CC(N2)=O)C)C 7-(2-bromo-6,7-dihydrothiazolo[5,4-c]pyridin-5(4H)-yl)-4,8-dimethyl-2H-pyrimido[1,2-b]pyridazin-2-one